(3R,4S,5R,6R)-4-((8-(benzo[b]thiophen-5-yloxy)octyl)oxy)-6-(hydroxymethyl)tetrahydro-2H-pyran-2,3,5-triol S1C2=C(C=C1)C=C(C=C2)OCCCCCCCCO[C@@H]2[C@H](C(O[C@@H]([C@H]2O)CO)O)O